OC1=C(C=C(C=C1C(C)(C)CC)C(C)(C)CC)C1=C(C=CC=2NN=NC21)Cl (2'-hydroxy-3',5'-di-tert-amylphenyl)-5-chlorobenzotriazole